FC1=CC=C(CC=2C=CC(N3C=CC(=CC23)N2C(NC3=C2C=CC=C3)=O)=O)C=C1 (4-Fluorobenzyl)-8-(2-oxo-2,3-dihydro-1H-benzo[d]imidazol-1-yl)-4H-quinolizin-4-one